ClC1=C(C=CC=C1F)[C@@H](C)NC1=CC(=C(C(=O)N[C@H](C)\C=C\S(=O)(=O)C)C=C1F)F 4-(((R)-1-(2-chloro-3-fluorophenyl)ethyl)amino)-2,5-difluoro-N-((R,E)-4-(methylsulfonyl)but-3-en-2-yl)benzamide